(1S,3R)-3-(2-(methylamino)acetamido)cyclopentyl-4-oxo-4,5-dihydro-3H-1-thia-3,5,8-triazaacenaphthylene-2-carboxamide CNCC(=O)N[C@H]1C[C@H](CC1)N1C2=C(SC=3N=CC=C(NC1=O)C32)C(=O)N